CC1=CC=C2C(=N1)N=C(O2)N2CCN(CC2)C(=O)C2=CC=C(C=C2)C2(COC2)C [4-(5-methyloxazolo[4,5-b]pyridin-2-yl)piperazin-1-yl]-[4-(3-methyloxetan-3-yl)phenyl]methanone